[Br-].[PH4+].ClC1=CC=C(C=C1)C1=NC(=NC(=C1)N1CC(NC(C1)C)C)C=1C=NC=CC1 4-(4-chlorophenyl)-6-(3,5-dimethylpiperazin-1-yl)-2-(pyridin-3-yl)pyrimidine phosphanium bromide